NN1C(OC2(COC2)C1)=O 7-amino-2,5-dioxa-7-azaspiro[3.4]octan-6-one